tert-butyl 3-[7-fluoro-6-(2-methoxy-4,6-dimethyl-phenyl)pyrido[2,3-b]pyrazin-3-yl]piperidine-1-carboxylate FC1=CC=2C(=NC(=CN2)C2CN(CCC2)C(=O)OC(C)(C)C)N=C1C1=C(C=C(C=C1C)C)OC